FC1=C2C=NCN(C2=CC=C1)CC1=CC(=CC=C1F)C(=O)N1CCN(CC1)C(=O)C1CCCC1 5-Fluoro-1-(6-fluoro-3-(4-(cyclopentylcarbonyl)piperazine-1-carbonyl)benzyl)quinazoline